dimethylsilyl(2-methylimidazole) C[SiH](C)C=1N=C(NC1)C